FC1=C(C(=CC=C1)F)C=1C(=NC=C(C1)F)[C@@]1(CC(=NO1)N1C[C@H](C(C1)(F)F)NS(=O)(=O)C)CF N-[(3R)-1-{(5S)-5-[3-(2,6-difluorophenyl)-5-fluoropyridin-2-yl]-5-(fluoromethyl)-4,5-dihydro-1,2-oxazol-3-yl}-4,4-difluoropyrrolidin-3-yl]methanesulfonamide